OC=1C=C(C=CC1O)C1=NOC(=C1)C(=O)NN 3-(3,4-dihydroxyphenyl)isoxazole-5-carbohydrazide